methyl 2-(5-bromo-3-(difluoromethyl)pyridin-2-yl)-2H-1,2,3-triazole-4-carboxylate BrC=1C=C(C(=NC1)N1N=CC(=N1)C(=O)OC)C(F)F